[Si](C)(C)(C(C)(C)C)O[C@H](C)C1=CC=C(CN2CCC(=CC2)C=2C=NC(=CC2)[N+](=O)[O-])C=C1 (R)-1'-(4-(1-((tert-butyldimethylsilyl)oxy)ethyl)benzyl)-6-nitro-1',2',3',6'-tetrahydro-3,4'-bipyridine